[Cl-].ClCC[N+](C1=CC=CC=C1)(C1=CC=CC=C1)C1=CC=CC=C1 2-chloroethyl-triphenyl-ammonium chloride